2-amino-4-(4-fluorophenyl)phenol NC1=C(C=CC(=C1)C1=CC=C(C=C1)F)O